BrCCCCCC(=O)NC1=CC=C(C=C1)B1OC(C(O1)(C)C)(C)C 6-bromo-N-(4-(4,4,5,5-tetramethyl-1,3,2-dioxaborolan-2-yl)phenyl)hexanamide